(2S)-2-[4-(4-cyano-6-oxo-1H-pyridine-3-carbonyl)-3,3-dimethylpiperazin-1-yl]-N-[5-(2,4-difluorophenoxy)pyrazin-2-yl]propanamide C(#N)C=1C(=CNC(C1)=O)C(=O)N1C(CN(CC1)[C@H](C(=O)NC1=NC=C(N=C1)OC1=C(C=C(C=C1)F)F)C)(C)C